tert.Butylperoxyacetate C(C)(C)(C)OOC(C)=O